FC1C(C1)N1C(C(=CC=C1)NC(=O)C1=CC2=CN(N=C2C=C1OC(C)C)C12COC(C1)(C2)C)=O N-(1-(2-fluorocyclopropyl)-2-oxo-1,2-dihydropyridin-3-yl)-6-isopropoxy-2-(1-methyl-2-oxabicyclo[2.1.1]hex-4-yl)-2H-indazole-5-carboxamide